tert-butyl (1R,4R)-5-(3-amino-2-chloro-5-cyanophenyl)-2,5-diazabicyclo[2.2.1]heptane-2-carboxylate NC=1C(=C(C=C(C1)C#N)N1[C@H]2CN([C@@H](C1)C2)C(=O)OC(C)(C)C)Cl